dihydroporphin sodium salt [Na].C12CC=C(N1)C=C1C=CC(=N1)C=C1C=CC(N1)=CC=1C=CC(N1)=C2